FC1=CC=C(OC2=CC3=C(NC2=O)C(CN3C(CN3[C@H](CN[C@@H](C3)C)CN3CC(OCC3)C(=O)N)=O)(C)C)C=C1 4-(((2R,5R)-1-(2-(6-(4-fluorophenoxy)-3,3-dimethyl-5-oxo-2,3,4,5-tetrahydro-1H-pyrrolo[3,2-b]pyridin-1-yl)-2-oxoethyl)-5-methylpiperazin-2-yl)methyl)morpholine-2-carboxamide